4-(7-((5-methoxy-7-methyl-1H-indol-4-yl)methyl)-2-oxo-7-azaspiro[3.5]nonan-6-yl)benzoic acid COC=1C(=C2C=CNC2=C(C1)C)CN1C(CC2(CC(C2)=O)CC1)C1=CC=C(C(=O)O)C=C1